NN1CN(C=2C1=C(C=1C=CNC1C2)C)C 1-amino-3,8-dimethylimidazo[4,5-f]indole